(2R,3R,4R,5R)-2-(hydroxymethyl)-5-((6-(trifluoromethyl)pyrazin-2-yl)amino)tetrahydro-2H-pyran-3,4-diol OC[C@H]1OC[C@H]([C@H]([C@H]1O)O)NC1=NC(=CN=C1)C(F)(F)F